COCOC1=C(C=C(C=C1)C)C(=CC1N(CCC1)C)C1=CC=CC=C1 2-[2-(2-methoxymethyloxy-5-methyl-phenyl)-2-phenyl-vinyl]-N-methylpyrrolidine